[K].FC1=CC(=C(C(=C1)C1=CC(=NC=C1)OC)CC(=O)NS(=O)(=O)C1=NN(C=C1)C(C)C)C(C)C 2-(4-Fluoro-2-isopropyl-6-(2-methoxypyridin-4-yl)phenyl)-N-((1-isopropyl-1H-pyrazol-3-yl)sulfonyl)acetamide, potassium salt